ClC1=C(OC=2C=CC=C3C[C@H](C(N(C23)CC)=O)NC(=O)N)C=CC=C1 ((3R)-8-(2-chlorophenoxy)-1-ethyl-2-oxo-1,2,3,4-tetrahydroquinolin-3-yl)urea